C(C)C1=NN(C2=C1C(NCC1(CCOCC1)C2)=O)CC(COC(C2=CC=C(C=C2)C(N(C)C)=O)=O)(C)C 4-(dimethylcarbamoyl)benzoic acid [3-(3-ethyl-4-oxo-spiro[6,8-dihydro-5H-pyrazolo[4,3-c]azepin-7,4'-tetrahydropyran]-1-yl)-2,2-dimethyl-propyl] ester